O1C=NC2=C1C=C(C=C2)C2=C(C1=C(CCC2)C=C(C=C1)O)C1=CC=C(C=C1)O[C@@H]1CN(CC1)CCCF 6-(1,3-benzoxazol-6-yl)-5-[4-[(3S)-1-(3-fluoropropyl)pyrrolidin-3-yl]oxyphenyl]-8,9-dihydro-7H-benzo[7]annulen-2-ol